N-(5-(4-(trifluoromethyl)phenethyl)-1H-indol-3-yl)cyclobutanecarboxamide FC(C1=CC=C(CCC=2C=C3C(=CNC3=CC2)NC(=O)C2CCC2)C=C1)(F)F